5,8-difluoro-3,4-dihydroisoquinolin-1(2H)-one FC1=C2CCNC(C2=C(C=C1)F)=O